tert-butyl (1S,4R)-2-oxo-3-azabicyclo[2.2.1]hept-5-ene-3-carboxylate O=C1[C@@H]2C=C[C@H](N1C(=O)OC(C)(C)C)C2